methyl 2,6-difluoro-3-[2-(tert-butoxy-carbonylamino)ethoxy]benzoate FC1=C(C(=O)OC)C(=CC=C1OCCNC(=O)OC(C)(C)C)F